C(CCC)OC(=O)N1CCC(CC1)OC=1C=C2C(=NC=NC2=CC1OC)NC1=C(C(=C(C=C1)Cl)Cl)F butyl-4-(4-(3,4-dichloro-2-fluorophenylamino)-7-methoxyquinazolin-6-yloxy)piperidin-1-carboxylate